1,2-dichlorooctanol ClC(C(CCCCCC)Cl)O